O1C(=C(C=C1)C(=O)O)C(=O)O.NCCCCCN pentamethylenediamine furandicarboxylic acid salt